1,4-bis(1H-imidazolyl)benzene N1(C=NC=C1)C1=CC=C(C=C1)N1C=NC=C1